COC(C1=C(C(=CC(=C1)N)C1CC1)O)=O 5-amino-3-cyclopropyl-2-hydroxy-benzoic acid methyl ester